2-((2R,5S)-5-methyl-2-(2-(4-methylmorpholin-2-yl)benzo[d]thiazol-5-yl)piperidin-1-yl)-2-oxo-N-(1H-pyrazolo[4,3-c]pyridin-7-yl)acetamide C[C@H]1CC[C@@H](N(C1)C(C(=O)NC=1C2=C(C=NC1)C=NN2)=O)C=2C=CC1=C(N=C(S1)C1CN(CCO1)C)C2